ClC1=C(C=CC=C1)N1C(NC(C2=CC(=C(C=C12)C(F)(F)F)C(F)F)=O)=O 1-(2-chlorophenyl)-6-(difluoromethyl)-7-(trifluoromethyl)quinazolin-2,4(1H,3H)-dione